CC(C=C)(CC\C=C(\CCCC(C)C)/C)O (6E)-3,7,11-trimethyl-1,6-dodecadien-3-ol